C(CCCCC(=O)OCCN1C(N(C(N(C1=O)CCO)=O)CCO)=O)(=O)OCCN1C(N(C(N(C1=O)CCO)=O)CCO)=O bis[2-[3,5-bis(2-hydroxyethyl)-2,4,6-trioxo-1,3,5-triazinan-1-yl]ethyl] hexanedioate